methyl 5-(2-((3-(2,6-dioxopiperidin-3-yl)-1-methyl-1H-indazol-7-yl)oxy)-acetamido)-3-methylthiophene-2-carboxylate O=C1NC(CCC1C1=NN(C2=C(C=CC=C12)OCC(=O)NC1=CC(=C(S1)C(=O)OC)C)C)=O